ClC1=CC(=C(C=C1)C1(OC2=C(O1)C=CC=C2C2=CC(=C(CC1=NC=3C(=NC(=CC3)C(=O)O)N1CC1(CC1)CC#N)C=C2F)F)C)F 2-(4-(2-(4-chloro-2-fluorophenyl)-2-methylbenzo[d][1,3]dioxol-4-yl)-2,5-difluorobenzyl)-3-((1-(cyanomethyl)cyclopropyl)methyl)-3H-imidazo[4,5-b]pyridine-5-carboxylic acid